COC1=CC=NC=C1C#CC1=C(C=CC=C1)NS(=O)(=O)C1=CC=C(C=C1)OC 4-Methoxy-5-[2-(4-methoxy-benzensulfonylamino)-phenylethynyl]-pyridin